tert-butyl N-[[4-[[2-(tert-butoxycarbonylamino)-5-(2-thienyl)phenyl]carbamoyl]phenyl]-cyclopropyl-oxo-$l^{6}-sulfanylidene]carbamate C(C)(C)(C)OC(=O)NC1=C(C=C(C=C1)C=1SC=CC1)NC(=O)C1=CC=C(C=C1)S(=NC(OC(C)(C)C)=O)(=O)C1CC1